ClC1=C(C(=O)NC2=C3C=NN(C3=CC=C2)C2=CC(=CC=C2)OC(F)F)C=C(C=C1)CNC(C(CO)(C)C)=O 2-Chloro-N-{1-[3-(difluoromethoxy)phenyl]-1H-indazol-4-yl}-5-{[(3-hydroxy-2,2-dimethylpropanoyl)amino]methyl}benzamide